2,5-dimethyl-2-indanmethanol CC1(CC2=CC=C(C=C2C1)C)CO